CC(C(=O)O)=C(CC)CC 2-methyl-3,3-diethylacrylic acid